ClC1=NC(=NC(=C1)C(=C)C)C(C)(F)F 4-chloro-2-(1,1-difluoroethyl)-6-(prop-1-en-2-yl)pyrimidine